CC=1C(=NC=C(C1C(F)(F)F)C)C(=O)O 3,5-dimethyl-4-(trifluoromethyl)picolinic acid